CNC1=NC(=NC(=C1)NC=1SC(=CN1)C=1OC(=NN1)C1=CC=CC=C1)NC1CCC(CC1)O (1R,4R)-4-((4-(methylamino)-6-((5-(5-phenyl-1,3,4-oxadiazol-2-yl)thiazol-2-yl)amino)pyrimidin-2-yl)amino)cyclohexan-1-ol